2-[[tert-butyl(dimethyl)silyl]oxymethyl]-2-[(7-fluoro-2-formyl-indan-5-yl)carbamoyl]pyrrolidine-1-carboxylate [Si](C)(C)(C(C)(C)C)OCC1(N(CCC1)C(=O)[O-])C(NC=1C=C2CC(CC2=C(C1)F)C=O)=O